BrC=1C=CC(=NC1)CN[C@@H]1CC[C@H](CC1)NC(OC(C)(C)C)=O tert-Butyl (trans-4-([(5-bromopyridin-2-yl)methyl]amino)cyclohexyl)carbamate